C(C)C1(C(C(C(=C(C1C)C(=O)O)C(=O)O)(C)C)(C)C)CC diethyl-3,3,4,4,6-pentamethylcyclohex-1-ene-1,2-dicarboxylic acid